N1=NC(=CC2=C1NCC21CNC1)C1=C(C=CC=C1)O 2-{6',7'-dihydrospiro[azetidine-3,5'-pyrrolo[2,3-c]pyridazin]-3'-yl}phenol